1,2,3,4-tetrahydroxyphenol OC1(C(C(=C(C=C1)O)O)O)O